OP(O)OP(O)O.C(C)(C)(C)C1=C(C=CC(=C1)C(C)(C)C)C(O)C(CO)(CO)CO 2,4-di-tert-butylphenyl-pentaerythritol diphosphite